azaphosphinine N1=PC=CC=C1